tert-Butyl (2S)-1-[(2S)-2-[(2S)-2-[[(benzyloxy)carbonyl](methyl)amino]propanamido]-2-cyclohexylacetyl]pyrrolidine-2-carboxylate C(C1=CC=CC=C1)OC(=O)N([C@H](C(=O)N[C@H](C(=O)N1[C@@H](CCC1)C(=O)OC(C)(C)C)C1CCCCC1)C)C